ClC=1C2=C(N=CN1)N(C=C2C=O)C(C2=CC=CC=C2)(C2=CC=CC=C2)C2=CC=CC=C2 4-chloro-7-trityl-7H-pyrrolo[2,3-d]pyrimidine-5-carbaldehyde